Cl.Cl.C(N)(=O)NC(C1=CC=CC=C1)=O N-carbamoylbenzamide dihydrochloride